N-(1-amino-3-hydroxy-2-methyl-1-oxopropan-2-yl)-5-((cis-(cis)-bicyclo[3.1.0]hexan-3-yl)oxy)-2-methylbenzofuran-3-carboxamide NC(C(CO)(C)NC(=O)C1=C(OC2=C1C=C(C=C2)OC2CC1CC1C2)C)=O